(2R,4R)-7'-(Methoxymethyl)-2,3'-dimethyl-6',7'-dihydrospiro[piperidine-4,4'-pyrazolo[5,1-c][1,4]oxazine] COCC1N2C([C@]3(OC1)C[C@H](NCC3)C)=C(C=N2)C